BrC=1C=C(C(=C(C1)F)CCCCCCCC)F 5-Bromo-1,3-difluoro-2-octylbenzene